CN1CC=C(C=C1)C1=CC=NC=C1 N-methyl-4,4'-bipyridine